ClC1=C(C=C(C(=C1)Cl)Cl)N=[N+]=[N-] 2,4,5-trichlorophenyl azide